C(C1=CC=CC=C1)OC1=C(C=CC(=C1)OCC1=CC=CC=C1)C(C)(C)O 2-(2,4-bis(benzyloxy)phenyl)propan-2-ol